4-(methylamino)-1-phenyl-3-(4H-1,2,4-triazol-3-yl)-7-(trifluoromethyl)-1,8-naphthyridin-2(1H)-one CNC1=C(C(N(C2=NC(=CC=C12)C(F)(F)F)C1=CC=CC=C1)=O)C1=NN=CN1